C(CCCCCCC)(=O)[O-].CN1C=[N+](C=C1)C 1-Methyl-3-methyl-imidazolium octanoat